N-(2,4-dimethoxybenzyl)-N-(2,2-dimethoxyethyl)-4-oxo-4,5-dihydro-1H-pyrrolo[3,2-c][1,7]naphthyridine-2-carboxamide COC1=C(CN(C(=O)C2=CC=3C(NC=4C=NC=CC4C3N2)=O)CC(OC)OC)C=CC(=C1)OC